BrC1=CC=C(CC2CN(C2)CCC(F)F)C=C1 3-(4-bromobenzyl)-1-(3,3-difluoropropyl)azetidine